ClC=1C(=C(C=CC1C=C)OCC1=CC=C(C=C1)OC)OCC1=CC=C(C=C1)OC 4,4'-(((3-chloro-4-vinyl-1,2-phenylene)bis(oxy))bis(methylen))bis(methoxybenzene)